O[C@@H](CN[C@H]1COC2(C1)CCN(CC2)S(=O)(=O)C=2C=C(C=CC2)C2=CC=C(C=C2)S(=O)(=O)N)COC2=CC(=CC=C2)S(NC)(=O)=O 3'-((R)-3-((S)-2-hydroxy-3-(3-(N-methylsulfamoyl)phenoxy)propylamino)-1-oxa-8-azaspiro[4.5]dec-8-ylsulfonyl)biphenyl-4-sulfonamide